COC(=O)C=1C=C2C3=C(COC2=CC1)C(=CC=C3)C=O 7-formyl-6H-benzo[c]chromene-2-carboxylic acid methyl ester